1-[[2-(ethylsulfonylamino)-3-fluoropyridin-4-yl]methyl]-4-(2-fluoro-4-iodoanilino)-5-methyl-6-oxopyridine-3-carboxylic acid methyl ester COC(=O)C1=CN(C(C(=C1NC1=C(C=C(C=C1)I)F)C)=O)CC1=C(C(=NC=C1)NS(=O)(=O)CC)F